F[C@@H]1C[C@@]2(CCCN2C1)COC1=NC2=C(C(=CC=C2C(=N1)N1C2CCCC1CC2)C2=CC(=CC1=CC=C(C(=C21)C#C)F)O)F 4-(2-{[(2R,7aS)-2-fluoro-hexahydro-1H-pyrrolizin-7a-yl]methoxy}-4-{8-azabicyclo[3.2.1]octan-8-yl}-8-fluoroquinazolin-7-yl)-5-ethynyl-6-fluoronaphthalen-2-ol